OC1=C(C(=CC(=C1)O)OC)C(C=CC1=CC(=CC=C1)F)=O 1-(2,4-Dihydroxy-6-methoxyphenyl)-3-(3-fluorophenyl)prop-2-en-1-one